propyl-propylene C(CC)C=CC